C1(CC1)OC1=NC=NC=C1CNC(=O)C=1C=NC(=C(C1)F)C(C)(F)F N-{[4-(cyclopropyloxy)-pyrimidin-5-yl]methyl}-6-(1,1-difluoroethyl)-5-fluoropyridine-3-carboxamide